4-methoxynaphthalen COC1=CC=CC2=CC=CC=C12